C1CC[NH2+]C(C1)CNC(=O)C2=C(C=CC(=C2)OCC(F)(F)F)OCC(F)(F)F The molecule is an organic cation obtained by protonation of the piperidine nitrogen of flecainide. It is an organic cation and an ammonium ion derivative. It is a conjugate acid of a flecainide.